C(C)OC1=C(\C=C/2\C(N(C(C2)=O)C(CCCCCC[NH-])O)=O)C=CC=C1 (E)-7-(3-(2-ethoxybenzylidene)-2,5-dioxopyrrolidinyl)-N-hydroxyheptylamide